(2S,5S)-4-(2-(R or S)-cyano-2-methylbutanoyl)-2,3,4,5-tetrahydro-2,5-methanopyrido[3,4-f][1,4]oxazepine-9-carbonitrile C(#N)[C@](C(=O)N1C[C@H]2OC3=C([C@@H]1C2)C=NC=C3C#N)(CC)C |o1:2|